C(=O)(O)CN(CCN(CC(=O)O)C)CCO N-[2-[(carboxymethyl)(2-hydroxyethyl)amino]ethyl]-N-methyl-glycine